4-methoxy-5-(3-methyl-1,2-thiazol-5-yl)-2-(trimethylstannyl)pyridine manganese-cobalt-cobalt [Co].[Co].[Mn].COC1=CC(=NC=C1C1=CC(=NS1)C)[Sn](C)(C)C